FC(C(=O)O)(F)F.C1N(CC12CCNCC2)CCO 2-(2,7-Diazaspiro[3.5]nonan-2-yl)ethanol trifluoroacetic acid salt